N-(3-(diethylamino)propyl)-2-(piperazin-1-yl)benzo[d]imidazo[2,1-b]thiazole C(C)N(CCCN1C(=CN2C1SC1=C2C=CC=C1)N1CCNCC1)CC